8-{4-[(4-bromo-2-hydroxyphenyl)methyl]piperazin-1-yl}-5-methyl-6-oxo-5,6-dihydro-1,5-naphthyridine-2,7-dinitrile BrC1=CC(=C(C=C1)CN1CCN(CC1)C1=C(C(N(C=2C=CC(=NC12)C#N)C)=O)C#N)O